(1R,3aS,10aR)-1-[(1E,3ξ,4ξ)-4-(2,4-difluorophenyl)-3-hydroxy-1-penten-1-yl]-5-fluoro-2,3,3a,9,10,10a-hexahydro-1H-benzo[b]cyclopenta[f]oxepin-6-carboxylic acid FC1=C(C=CC(=C1)F)C(C(/C=C/[C@H]1CC[C@H]2[C@@H]1CCC1=C(O2)C(=C(C=C1)C(=O)O)F)O)C